methyl (S)-2-amino-3-(3-bromo-5-iodophenyl)propanoate N[C@H](C(=O)OC)CC1=CC(=CC(=C1)I)Br